5-nitrothiophen-2-yl-benzamide [N+](=O)([O-])C1=CC=C(S1)C1=C(C(=O)N)C=CC=C1